(3S,10R,13S)-17-(4-Bromo-1H-imidazol-1-yl)-10,13-dimethyl-2,3,4,7,8,9,10,11,12,13,14,15-dodecahydro-1H-cyclopenta[a]phenanthren-3-ol BrC=1N=CN(C1)C1=CCC2C3CC=C4C[C@H](CC[C@@]4(C3CC[C@]12C)C)O